N-(3-Chlorophenyl)-N1-(4-ethylphenyl)-6-morpholin-4-yl-[1,3,5]triazine-2,4-diamine hydrochloride Cl.ClC=1C=C(C=CC1)NC1N(C(=NC(=N1)N)N1CCOCC1)C1=CC=C(C=C1)CC